methoxymethyl 2-chloro-3-(methoxymethoxy)isonicotinate ClC=1C(=C(C(=O)OCOC)C=CN1)OCOC